tert-Butyl N-[4-carbamoyl-5-[6-[2-[[3-(2,2-dimethylpropyl)isoxazol-5-yl]amino]-1-methyl-2-oxoethyl]-3-pyridyl]-2-isopropyl-pyrazol-3-yl]carbamate C(N)(=O)C1=C(N(N=C1C=1C=NC(=CC1)C(C(=O)NC1=CC(=NO1)CC(C)(C)C)C)C(C)C)NC(OC(C)(C)C)=O